7-(trifluoromethylsulfanyl)imidazo[1,2-c]Pyrimidine FC(F)(F)SC1=CC=2N(C=N1)C=CN2